Yttrium-aluminum [Al].[Y]